C(C)(=O)[O-].C(C)(=O)[O-].C(C)(=O)[O-].[Sb+3] antimony tri-acetate